iso-nonanoate C(CCCCCC(C)C)(=O)[O-]